4-n-propyl-3,5-octanediol dibenzoate C(C1=CC=CC=C1)(=O)OC(CC)C(C(CCC)OC(C1=CC=CC=C1)=O)CCC